O[C@H]([C@H]1[NH+]2C[C@@H]([C@H](C1)CC2)C=C)C2=CC=NC1=CC=C(C=C21)OC (1S,2S,4S,5R)-2-((R)-hydroxy(6-methoxyquinolin-4-yl)methyl)-5-vinylquinuclidin-1-ium